2,5,6-trimethylphenol CC1=C(C(=C(C=C1)C)C)O